BrC1=C(CC2(CN(C2)C(=O)OC(C)(C)C)C(=O)O)C=CC=C1 3-(2-bromobenzyl)-1-(tert-butoxycarbonyl)azetidine-3-carboxylic acid